C1(CC1)C=1N=CN(C1)C1=CC(=C(S1)C)C(=O)O 5-(4-cyclopropyl-1H-imidazol-1-yl)-2-methylthiophene-3-carboxylic acid